[Cl-].[Cl-].C(C)C1(C=CC=C1)[Zr+2]C1(C=CC=C1)CC bis(ethylcyclopentadienyl)zirconium (IV) dichloride